ethyl 4-bromo-3,5-difluoro-2-(3-(2,2,2-trichloroacetyl)ureido)benzoate BrC1=C(C(=C(C(=O)OCC)C=C1F)NC(=O)NC(C(Cl)(Cl)Cl)=O)F